tert-butyl (E)-7-(4-(dimethylamino)-N-methylbut-2-enamido)-3-methyl-3,4-dihydroisoquinoline-2(1H)-carboxylate CN(C/C=C/C(=O)N(C)C1=CC=C2CC(N(CC2=C1)C(=O)OC(C)(C)C)C)C